FC(OC1=C(C(=O)N[C@@H]2[C@H](C[C@H](C2)OC(F)(F)F)O)C=CC=C1C#CC=1C=NC=NC1)F (difluoromethoxy)-N-[(1S,2S,4S)-2-hydroxy-4-(trifluoromethoxy)cyclopentyl]-3-[(pyrimidin-5-yl)ethynyl]benzamide